O1[C@@H](CCC=C1)[C@@H](C)NS(=O)C(C)(C)C N-[(1R)-1-[(2S)-3,4-dihydro-2H-pyran-2-yl]ethyl]-2-methyl-propane-2-sulfinamide